5-(4-fluorophenyl)-5-oxo-pentanoic acid FC1=CC=C(C=C1)C(CCCC(=O)O)=O